C(#N)C1=C(C=CC=C1)NS([O-])(=O)=O.[Na+] Sodium N-(2-cyanophenyl)sulfamate